N-[(6-Amino-2-pyridyl)sulfonyl]-2-[cyclohexylmethyl(methyl)amino]-6-(3-fluoro-5-isobutoxyphenyl)pyridin-3-carboxamid NC1=CC=CC(=N1)S(=O)(=O)NC(=O)C=1C(=NC(=CC1)C1=CC(=CC(=C1)OCC(C)C)F)N(C)CC1CCCCC1